1-(3-Chlorophenyl)-N-(cyclopropylmethyl)-6-(7-methyl-5,6,7,8-tetrahydro-1,7-naphthyridin-2-yl)-7-oxo-4,5,6,7-tetrahydro-1H-pyrazolo[3,4-c]pyridine-3-carboxamide ClC=1C=C(C=CC1)N1N=C(C2=C1C(N(CC2)C2=NC=1CN(CCC1C=C2)C)=O)C(=O)NCC2CC2